bis{3,4,6-trichloro-2-[(3-methylpentyloxy)carbonyl] phenyl}oxalate ClC=1C(=C(C(=CC1Cl)Cl)OC(C(=O)OC1=C(C(=C(C=C1Cl)Cl)Cl)C(=O)OCCC(CC)C)=O)C(=O)OCCC(CC)C